6-methoxyquinolin COC=1C=C2C=CC=NC2=CC1